ethyl (Z)-3-amino-4,4-difluoro-but-2-enoate N\C(=C/C(=O)OCC)\C(F)F